(5S,7S)-5-(2,5-difluorophenyl)-7-fluoro-2-((R)-(fluoromethyl)sulfinyl)-6,7-dihydro-5H-pyrrolo[1,2-b][1,2,4]triazole FC1=C(C=C(C=C1)F)[C@@H]1C[C@@H](C=2N1N=C(N2)[S@@](=O)CF)F